C(C(C)C)C(CC(CCO)C)=CC(C)C 5-isobutyl-3,7-dimethyloct-5-en-1-ol